6-{6-cyclopropyl-4-[4-fluoro-2-(1-methyl-2-imidazolyl)phenyl]-2-pyridyl}-7-oxo-4-(trifluoromethyl)-1,6-dihydro-1,6-diaza-3-indenecarbonitrile C1(CC1)C1=CC(=CC(=N1)N1C=C(C=2C(=CNC2C1=O)C#N)C(F)(F)F)C1=C(C=C(C=C1)F)C=1N(C=CN1)C